FC1=C(C=C(C=C1)C1COC2=CC(=CC=C2C1C1=CC=C(OCCCCCN2CCN(CC2)C=2C=C3CN(C(C3=CC2)=O)C2C(NC(CC2)=O)=O)C=C1)O)C 3-(5-(4-(5-(4-(3-(4-fluoro-3-methylphenyl)-7-hydroxychroman-4-yl)phenoxy)pentyl)piperazin-1-yl)-1-oxoisoindolin-2-yl)piperidine-2,6-dione